(4-carboxyl-2-nitrophenyl)malonaldehyde C(=O)(O)C1=CC(=C(C=C1)C(C=O)C=O)[N+](=O)[O-]